7-cyclopropyl-2-(2-cyclopropylphenyl)-9-(4-(1-methyl-4-(trifluoromethyl)-1H-imidazol-2-yl)benzyl)-7,9-dihydro-8H-purin-8-one C1(CC1)N1C(N(C2=NC(=NC=C12)C1=C(C=CC=C1)C1CC1)CC1=CC=C(C=C1)C=1N(C=C(N1)C(F)(F)F)C)=O